N1=C(N=CC=C1)C1=CC=C(C=C1)CCN 2-(4-Pyrimidin-2-yl-phenyl)-ethylamine